C(C)(C)C1=NOC(=N1)N1CCC(CC1)[C@H](C)OC=1SC2=NC(=CC=C2N1)C1=CC=NC=C1 (S)-3-isopropyl-5-(4-(1-((5-(pyridin-4-yl)thiazolo[5,4-b]pyridin-2-yl)oxy)ethyl)piperidin-1-yl)-1,2,4-oxadiazole